OC[C@H](C1=CC=CC=C1)NC1=NC(=NC=C1C=1OC(=CN1)C)NC=1C=C2CCC(NC2=CC1)=O 6-[[4-[[(1S)-2-hydroxy-1-phenyl-ethyl]amino]-5-(5-methyloxazol-2-yl)pyrimidin-2-yl]amino]-3,4-dihydro-1H-quinolin-2-one